FC1=C(CN=S(=O)(C2=CC=C(C=C2)C2=NOC(=N2)C(F)(F)F)C)C=CC(=C1)F ((2,4-difluorobenzyl)imino)(methyl)(4-(5-(trifluoromethyl)-1,2,4-oxadiazol-3-yl)phenyl)-λ6-sulfanone